C(C1=CNC2=CC=C(C=C12)F)C1=CNC2=CC=C(C=C12)F 3,3'-methylenebis(5-fluoro-1H-indole)